FC1=CC=C(C=C1)NC(=O)N[C@@H]1C(N(C[C@H]1C1=CC=C(C=C1)OC)C)=O |o1:11,15| (-)-1-(4-fluorophenyl)-3-[(3S*,4R*)-4-(4-methoxyphenyl)-1-methyl-2-oxopyrrolidin-3-yl]urea